lithium borate B([O-])([O-])[O-].[Li+].[Li+].[Li+]